The molecule is an N,N-dihydroxy-alpha-amino-acid anion resulting from removal of a proton from the carboxylic acid group of N,N-dihydroxy-L-isoleucine. It is a N,N-dihydroxy-alpha-amino-acid anion and a monocarboxylic acid anion. It is a conjugate base of a N,N-dihydroxy-L-isoleucine. CC[C@H](C)[C@@H](C(=O)[O-])N(O)O